C(C)OC(=O)C=1C=C2N(C3=CC=C(C=C3N=C2NC)C2=CC=NN2)C1 4-(methylamino)-7-(1H-pyrazol-5-yl)pyrrolo[1,2-a]quinoxaline-2-carboxylic acid ethyl ester